N4-(8-chlorocinnolin-4-yl)-N2-[3-(morpholin-4-yl)phenyl]pyridine-2,4-diamine ClC=1C=CC=C2C(=CN=NC12)NC1=CC(=NC=C1)NC1=CC(=CC=C1)N1CCOCC1